OCCCCCCCCC1(COCC1)C(=O)OC(C)(C)C tert-Butyl 3-(8-hydroxyoctyl)oxolane-3-carboxylate